N-{4-[(3S)-3-butyl-6-methoxy-3,4-dihydroisoquinolin-1-yl]phenyl}cyclobutanecarboxamide C(CCC)[C@@H]1N=C(C2=CC=C(C=C2C1)OC)C1=CC=C(C=C1)NC(=O)C1CCC1